COC=1C(=C(C=CC1)C1NCC=2NN=CC21)C 4-(3-Methoxy-2-methyl-phenyl)-1,4,5,6-tetrahydropyrrolo[3,4-c]pyrazole